BrC=1N=C(C(=NC1)NC(C=O)C)Cl 2-((5-Bromo-3-chloropyrazin-2-yl)amino)propanal